CC1=CN=C(S1)NC(C(=C)CC1=NC(=NO1)C1(CC1)C1=CC=C(C=C1)SC(F)(F)F)=O 1-N-(5-methylthiazol-2-yl)-2-((3-(1-(4-((trifluoromethyl)thio)phenyl)cyclopropyl)-1,2,4-oxadiazol-5-yl)methyl)acrylamide